3-nonaene CCC=CCCCCC